3-isopropyl-N-(4-methyl-1,1-dioxo-thian-4-yl)-2-oxo-1-[3-(trifluoromethoxy)phenyl]benzimidazole-5-carboxamide C(C)(C)N1C(N(C2=C1C=C(C=C2)C(=O)NC2(CCS(CC2)(=O)=O)C)C2=CC(=CC=C2)OC(F)(F)F)=O